FC(C1(CC1)CN1N=NC(=C1)[C@H](C=1C(=NC(=CC1)F)C)NC=1C=C2C(=C(C=NC2=C(C1)C#N)C#N)NCC(C)(C)C)F (S)-6-(((1-((1-(difluoro-methyl)cyclopropyl)meth-yl)-1H-1,2,3-triazol-4-yl)(6-fluoro-2-methylpyridin-3-yl)methyl)amino)-4-(neopentylamino)quinoline-3,8-dicarbonitrile